ClC1=C(C(=CC=C1)Cl)N1N=C(C(=C1)NC1=CC=C(C=C1)N1N=CC=C1CC)C(=O)N 1-(2,6-dichlorophenyl)-4-((4-(5-ethyl-1H-pyrazol-1-yl)phenyl)amino)-1H-pyrazole-3-carboxamide